((1R,2S,4S)-4-(2-ethyl-1H-imidazo[4,5-d]thieno[3,2-b]pyridin-1-yl)-2-methoxycyclohexyl)acetonitrile C(C)C1=NC=2C(=C3C(=NC2)C=CS3)N1[C@@H]1C[C@@H]([C@H](CC1)CC#N)OC